2,3-dimyristoyl-propanoic acid C(CCCCCCCCCCCCC)(=O)C(C(=O)O)CC(CCCCCCCCCCCCC)=O